4-((8-(2-chloro-4-(2-(piperazin-1-yl)ethoxy)phenyl)-6-(1-methylcyclopropoxy)-9H-purin-9-yl)methyl)-2-methylthiazole ClC1=C(C=CC(=C1)OCCN1CCNCC1)C=1N(C2=NC=NC(=C2N1)OC1(CC1)C)CC=1N=C(SC1)C